5-(8-dimethylamino-2-oxo-8-phenyl-1,3-diazaspiro[4.5]decan-3-yl)-2-morpholin-4-yl-nicotinonitrile CN(C1(CCC2(CN(C(N2)=O)C=2C=NC(=C(C#N)C2)N2CCOCC2)CC1)C1=CC=CC=C1)C